ClC=1N(C=CN1)CC1=CC=C(C=N1)C1=C(SC(=C1)CC(C)C)S(=O)(=O)NC(OCCCC)=O butyl (3-(6-((2-chloro-1H-imidazol-1-yl)methyl)pyridin-3-yl)-5-isobutylthiophen-2-yl)sulfonylcarbamate